3-chloro-2'-(3-(1-(difluoromethyl)-1H-1,2,4-triazol-5-yl)-2-fluorophenyl)-3'-fluoro-5',6-dimethyl-2-oxo-2H-[1,4'-bipyridin]-4-yl trifluoromethanesulfonate FC(S(=O)(=O)OC1=C(C(N(C(=C1)C)C1=C(C(=NC=C1C)C1=C(C(=CC=C1)C1=NC=NN1C(F)F)F)F)=O)Cl)(F)F